C(C)N1N=C(C(=C1)C1=NN2C(=NC=3C(=CC=CC3C2=N1)C(F)(F)F)NC=1C(N=CC=CC1)=O)C (3R)-3-{[2-(1-Ethyl-3-methyl-1H-pyrazol-4-yl)-7-(trifluoromethyl)[1,2,4]triazolo[1,5-c]quinazolin-5-yl]amino}azepin-2-one